(Z)-(3-azidoprop-1-en-1-yl)cyclohexane N(=[N+]=[N-])C\C=C/C1CCCCC1